ClC1=C(C=CC=C1Cl)N1[C@@H](CN(CC1)CC[C@@H]1CC[C@H](CC1)NC(N(C)C)=O)C 3-(trans-4-(2-((R)-4-(2,3-dichlorophenyl)-3-methylpiperazin-1-yl)ethyl)cyclohexyl)-1,1-dimethylurea